NC1=CN=C(C=C1C(=O)N(C)OC)Cl 5-amino-2-chloro-N-methoxy-N-methylisonicotinamide